N-Sulfinyl-tert-octylamine S(=O)=NC(C)(C)CC(C)(C)C